COC(C1=C(C(C(=O)OC)=CC(=C1)[N+](=O)[O-])OCCCC(=O)OC(C)(C)C)=O 2-(4-(tert-Butoxy)-4-oxobutoxy)-5-nitroisophthalic acid dimethyl ester